NC1=CC=C(C=N1)C#CC1=CC=C2CN(C(C2=C1)=O)[C@@H](C(=O)NC=1SC=CN1)C1=CC=CC=C1 |r| (2RS)-2-[6-[2-(6-Amino-3-pyridyl)ethynyl]-1-oxo-isoindolin-2-yl]-2-phenyl-N-thiazol-2-yl-acetamid